1-(phthalimidomethyl) 2-bromoisobutyrate BrC(C(=O)OCN1C(C=2C(C1=O)=CC=CC2)=O)(C)C